4-(4-(azetidin-3-ylmethoxy)-7-(pyridin-3-yl)-6,7-dihydro-5H-pyrrolo[2,3-d]pyrimidin-2-yl)morpholine N1CC(C1)COC=1C2=C(N=C(N1)N1CCOCC1)N(CC2)C=2C=NC=CC2